C1(CCCCC1)[C@@H](C(=O)NC1=CC=C(C=C1)C=1C(=NNC1C(C)(C)O)C)NC(OC(C)(C)C)=O tert-butyl N-[(1S)-1-cyclohexyl-2-[4-[5-(1-hydroxy-1-methyl-ethyl)-3-methyl-1H-pyrazol-4-yl]anilino]-2-oxo-ethyl]carbamate